C[C@H]1N(CCC1)C1CCC2=C(CC1)C=C(C=C2)C=2C=C1C(=NC2)NN=C1C1=CC=C(C=N1)C(C)(C)O 2-[6-(5-{7-[(2R)-2-Methylpyrrolidin-1-yl]-6,7,8,9-tetrahydro-5H-benzo[7]annulen-2-yl}-1H-pyrazolo[3,4-b]pyridin-3-yl)pyridin-3-yl]propan-2-ol